C[C@@H]1NCC2(OC3=C1N=CC=C3)CC2 |o1:1| (5'S*)-5'-methyl-4',5'-dihydro-3'H-spiro[cyclopropane-1,2'-pyrido[2,3-f][1,4]oxazepine]